COC=1C=C(CCNC(C)=O)C=CC1 N-(3-methoxyphenethyl)acetamide